N-([1,1'-Biphenyl]-4-ylmethyl)-6-chloro-4-methoxynicotinamide C1(=CC=C(C=C1)CNC(C1=CN=C(C=C1OC)Cl)=O)C1=CC=CC=C1